4-{3,5'-difluoro-2'-methoxy-[2,3'-bipyridin]-5-yl}-N-[(3S)-1-methylpyrrolidin-3-yl]piperidine-4-carboxamide FC=1C(=NC=C(C1)C1(CCNCC1)C(=O)N[C@@H]1CN(CC1)C)C=1C(=NC=C(C1)F)OC